CC(C)(C)C1=NOC(=N1)C(CN1C(O[C@]2(C1)C[C@H](CCC2)CN2C=NC1=C2C=C(C=C1)C#N)=O)(C)C 1-[((5S,7S)-3-{2-[3-(1,1-dimethylethyl)-1,2,4-oxadiazol-5-yl]-2-methylpropyl}-2-oxo-1-oxa-3-azaspiro[4.5]dec-7-yl)methyl]-1H-benzimidazole-6-carbonitrile